Acetaldehyde phosphate P(=O)(O)(O)O.C(C)=O